CC=1N=C(N=NC1C1=C(C=C(C=C1)C(F)(F)F)O)N[C@H]1CCCN2CCC[C@H]12 |r| 2-[5-Methyl-3-[[rac-(8S,8aR)-1,2,3,5,6,7,8,8a-octahydroindolizin-8-yl]amino]-1,2,4-triazin-6-yl]-5-(trifluoromethyl)phenol